1-(3-bromo-5-methylphenyl)cyclopropan-1-amine BrC=1C=C(C=C(C1)C)C1(CC1)N